N-(1-acetylazetidin-3-yl)-4-(5-((2-chlorophenyl)amino)-1H-pyrazolo[3,4-c]pyridin-1-yl)thiophene-2-carboxamide C(C)(=O)N1CC(C1)NC(=O)C=1SC=C(C1)N1N=CC=2C1=CN=C(C2)NC2=C(C=CC=C2)Cl